N[C@@H]1CN(CC[C@H]1F)C1=NC2=C(N1CC(=O)N(C)CC1CS(CC1)(=O)=O)C=C(C(=C2)F)F 2-(2-((3r,4r)-3-amino-4-fluoropiperidin-1-yl)-5,6-difluoro-1H-benzo[d]imidazol-1-yl)-N-((1,1-dioxotetrahydrothiophen-3-yl)methyl)-N-methylacetamide